BrC1=C(C=NN1CC)CC1=C(C=NN1C1=C(C=C(C=C1)F)I)C#N 5-((5-bromo-1-ethyl-1H-pyrazol-4-yl)methyl)-1-(4-fluoro-2-iodophenyl)-1H-pyrazole-4-carbonitrile